2-[(R)-amino[1-(3,3-difluorocyclobutanecarbonyl)piperidin-4-yl]methyl]-4,5-dichlorophenol N[C@@H](C1=C(C=C(C(=C1)Cl)Cl)O)C1CCN(CC1)C(=O)C1CC(C1)(F)F